[S-2].[Ti+4].[Ce+3] cerium-titanium sulfide